COC(=O)[C@@H]1C(NC[C@H]1C1=CC=C(C=C1)OC)=O |r| (±)-trans-4-(4-methoxyphenyl)-2-oxopyrrolidine-3-carboxylic acid methyl ester